6-{4-[(morpholin-4-yl)methyl]phenyl}-4-[(3-phenylpiperidin-3-yl)amino]pyrido[3,2-d]pyrimidine-8-carboxamide N1(CCOCC1)CC1=CC=C(C=C1)C=1C=C(C=2N=CN=C(C2N1)NC1(CNCCC1)C1=CC=CC=C1)C(=O)N